1-(4-(3,3-DIFLUOROPYRROLIDIN-1-YL)PYRIDIN-2-YL)-N-(6-METHOXY-1-METHYL-1H-PYRAZOLO[4,3-C]PYRIDIN-7-YL)-1H-PYRAZOLE-4-SULFONAMIDE FC1(CN(CC1)C1=CC(=NC=C1)N1N=CC(=C1)S(=O)(=O)NC=1C2=C(C=NC1OC)C=NN2C)F